5-(1-((2,3-dihydrobenzofuran-5-yl)sulfonyl)piperidin-4-yl)-1H-pyrrolo[2,3-c]pyridine O1CCC2=C1C=CC(=C2)S(=O)(=O)N2CCC(CC2)C=2C=C1C(=CN2)NC=C1